CON(C(=O)C12CC(C1)(C2)C(=O)OC)C methyl 3-(methoxy (methyl) carbamoyl)-bicyclo[1.1.1]pentane-1-carboxylate